[Si]([O-])([O-])([O-])[O-].[Zn+2].[Bi+3] bismuth zinc silicate